The molecule is a cysteine derivative that is L-cysteine in which the hydrogen attached to the sulfur is replaced by a methyl group. It has a role as a human urinary metabolite and a plant metabolite. It is a tautomer of a S-methylcysteine zwitterion. CSC[C@@H](C(=O)O)N